N-(2-methyl-5-(2-((1-methylcyclobutyl)amino)acetamido)pyridin-3-yl)pyrazolo[5,1-b]thiazole-7-carboxamide CC1=NC=C(C=C1NC(=O)C=1C=NN2C1SC=C2)NC(CNC2(CCC2)C)=O